C1(CC2C(CC1)O2)CCC[Si](OC)(OC)OC (3,4-Epoxycyclohexyl)propyltrimethoxysilane